C(=O)O.FC=1C=C(C=C(C1)F)[C@H]1N(OCC1)C(=O)[C@@H]1CC[C@H](CC1)CC=1C=C(C=NC1C)C#N trans-5-[[4-[(3S)-3-(3,5-difluorophenyl)isoxazolidine-2-carbonyl]cyclohexyl]methyl]-6-methyl-pyridine-3-carbonitrile formic acid salt